OC(C(=O)[O-])C(C)(C)O.[Na+] sodium 2,3-dihydroxy-3-methylbutyrate